C1=NC(=C2C(=N1)N(C=N2)[C@H]3[C@@H]([C@@H]([C@H](O3)COP(=O)([O-])OP(=O)([O-])O[C@H]4[C@H]([C@H]([C@@H]([C@H](O4)[C@H](CO)O)O)O)O)O)O)N The molecule is a nucleotide-sugar oxoanion arising from deprotonation of the diphosphate OH groups of ADP-L-glycero-beta-D-manno-heptose; major species at pH 7.3. It is a conjugate base of an ADP-L-glycero-beta-D-manno-heptose.